(8-bromo-2,4-dihydro-1,3-benzoxazin-3-yl)-[2,6-dichloro-4-[4-(2-methoxyethyl)piperazin-1-yl]phenyl]methanone BrC1=CC=CC=2CN(COC21)C(=O)C2=C(C=C(C=C2Cl)N2CCN(CC2)CCOC)Cl